C[C@@H]1C=2C=CC=NC2C(CN1)C(=O)N (5R)-5-methyl-5,6,7,8-tetrahydro-1,6-naphthyridine-8-carboxamide